11-methylpentadecanyl-succinic anhydride CC(CCCCCCCCCCC1C(=O)OC(C1)=O)CCCC